C1(CCCC1)NC1=NC(=NC=C1C=CC(=O)[O-])SC 3-(4-(Cyclopentylamino)-2-(methylthio)pyrimidin-5-yl)acrylate